CO\N=C(\C(=O)OC)/C1=C(C=CC=C1)CO/N=C(/C#CC1=CC=CC=C1)\C Methyl (2e)-2-methoxyimino-2-[2-[[(e)-(1-methyl-3-phenyl-prop-2-ynylidene)amino]oxy-methyl]phenyl]acetate